2-(1,3-bistrifluoromethylphenyl)benzonitrile FC(C1(CC(=CC=C1)C(F)(F)F)C1=C(C#N)C=CC=C1)(F)F